FC=1C=C(C=CC1F)[C@H]1[C@@H](CN(C1)CCOC)NC(=O)NC1=C(C(=NN1C1=CC=CC=C1)C1=CN(C(C=C1)=O)CC(F)(F)F)C 1-((3S,4R)-4-(3,4-difluorophenyl)-1-(2-methoxyethyl)pyrrolidin-3-yl)-3-(4-methyl-3-(6-oxo-1-(2,2,2-trifluoroethyl)-1,6-dihydropyridin-3-yl)-1-phenyl-1H-pyrazol-5-yl)urea